methyl 3-amino-4-((2,2-diethoxy ethyl)(2-methylbutyl)amino)-4-oxobutanoate NC(CC(=O)OC)C(=O)N(CC(CC)C)CC(OCC)OCC